O=C([C@H](O)C(=O)[C@@H](O)[C@H](O)CO)[O-] 3-Dehydrogulonate